6-(4-aminopiperidin-1-yl)-2-(4-cyano-3-fluorophenyl)-3-(1-methyl-1H-indazol-5-yl)isonicotinamide NC1CCN(CC1)C=1N=C(C(=C(C(=O)N)C1)C=1C=C2C=NN(C2=CC1)C)C1=CC(=C(C=C1)C#N)F